CC(OC)OC Dimethoxy-ethane